Cl.NC1(CCN(CC1)C(=O)C1=CC=C(C=C1)C=1N=CC=2N(C1)C(=CN2)C2=CC=C(C#N)C=C2)C 4-(6-(4-(4-amino-4-methylpiperidine-1-carbonyl)phenyl)imidazo[1,2-a]pyrazin-3-yl)benzonitrile hydrochloride salt